2-(4-(1-hydroxyprolyl)phenyl)-2-methylpropanenitrile ON1[C@@H](CCC1)C(=O)C1=CC=C(C=C1)C(C#N)(C)C